1-((3R)-4-(3-(aminomethyl)-6-(8-oxa-3-azabicyclo[3.2.1]octane-3-yl)pyridazin-4-yl)-3-methylpiperazin-1-yl)ethane-1-one NCC=1N=NC(=CC1N1[C@@H](CN(CC1)C(C)=O)C)N1CC2CCC(C1)O2